C(C)S(=O)(=O)C1=C(N=C2N1C=CC(=C2)I)C2=NC=1C(=NC=C(C1)C(F)(F)F)N2C 2-(3-ethyl-sulfonyl-7-iodo-imidazo[1,2-a]pyridin-2-yl)-3-methyl-6-(trifluoromethyl)imidazo-[4,5-b]pyridine